5-(5-(3-benzyl-1-(2-methylcyclopropane-1-carbonyl)pyrrolidin-3-yl)-6-methyl-1H-indazol-1-yl)-1-methylpyridin-2(1H)-one C(C1=CC=CC=C1)C1(CN(CC1)C(=O)C1C(C1)C)C=1C=C2C=NN(C2=CC1C)C=1C=CC(N(C1)C)=O